C(C(C)C)N1CCC(CC1)C(=O)NC=1N=C(C2=CC=C(C=C2C1)C=1C=NN(C1)C)[2H] 1-isobutyl-N-(6-(1-methyl-1H-pyrazol-4-yl)isoquinolin-3-yl-1-d)piperidine-4-carboxamide